OC1(CC=CC=C1)C=1NC(=C(N1)C1=CC=CC=C1)C1=CC=CC=C1 1-hydroxyphenyl-4,5-diphenyl-imidazole